(R)-2-amino-2-methylhexan-1-ol 4-methylbenzenesulfonate salt CC1=CC=C(C=C1)S(=O)(=O)O.N[C@@](CO)(CCCC)C